N-(4-ethoxycarbonylphenyl)-N'-[(4-ethoxycarbonylphenylamino)sulfonyl]urea C(C)OC(=O)C1=CC=C(C=C1)NC(=O)NS(=O)(=O)NC1=CC=C(C=C1)C(=O)OCC